CC1=C(C=NC=C1)C(=O)N 4-methylpyridin-3-carboxamide